tert-butyl 4-[4-[[4-[6-(difluoromethyl)-5-(1,5-dimethyl-6-oxo-3-pyridyl)-2-pyridyl]piperazin-1-yl]methyl]phenyl]piperazine-1-carboxylate FC(C1=C(C=CC(=N1)N1CCN(CC1)CC1=CC=C(C=C1)N1CCN(CC1)C(=O)OC(C)(C)C)C1=CN(C(C(=C1)C)=O)C)F